BrC1=CC(=C(C=C1)N1N=CC(=C1)C(=O)OC(C)(C)C)I tert-butyl 1-(4-bromo-2-iodophenyl)-1H-pyrazole-4-carboxylate